1-(quinoline-6-yl)-1H-indole-formaldehyde N1=CC=CC2=CC(=CC=C12)N1C(=CC2=CC=CC=C12)C=O